CN1C2=CC=CC=C2N(C=2C=CC=CC12)C=1C(=C(C=C(C1N1C=2C=CC=CC2N(C2=CC=CC=C12)C)N1C=2C=CC=CC2N(C2=CC=CC=C12)C)C=1OC2=C(N1)C=CC=C2)C=2OC1=C(N2)C=CC=C1 2,2'-(3,4,5-tris(10-methylphenazin-5(10H)-yl)-1,2-phenylene)bis(benzo[d]oxazole)